C1(=CC=CC=C1)P(C1=C(C2=CC=CC=C2C=C1)C1=C(C=CC2=CC=CC=C12)P(C1=CC=CC=C1)C1=CC=CC=C1)C1=CC=CC=C1 [1-[(1R)-2-diphenylphosphanyl-1-naphthyl]-2-naphthyl]-diphenyl-phosphane